OCCCOC(C1=CC=CC=C1)=O benzoic acid 3-hydroxypropyl ester